C1(=CC=CC=C1)CCN1C(O/C(/C1=O)=C(/C(C1=CC=CC=C1)=O)\C1=CC=CC=C1)=O (E)-3-phenylethyl-5-(phenyl-(benzoyl)methylene)oxazolidin-2,4-dione